CN(C(/C=C/CC[C@@H](C(=O)NC=1C(N(C=CC1)CC1=CC2=NC=CC(=C2N1)CC(C)C)=O)NC(OC)=O)=O)C methyl (S,E)-(7-(dimethylamino)-1-((1-((7-isobutyl-1H-pyrrolo[3,2-b]pyridin-2-yl)methyl)-2-oxo-1,2-dihydropyridin-3-yl)amino)-1,7-dioxohept-5-en-2-yl)carbamate